2-((2-methoxy-4-(7-methyl-2,7-diazaspiro[3.5]nonan-2-yl)phenyl)amino)-4-((2'-methyl-3'-oxospiro[cyclopropane-1,1'-isoindolin]-4'-yl)oxy)pyrimidine-5-carbonitrile COC1=C(C=CC(=C1)N1CC2(C1)CCN(CC2)C)NC2=NC=C(C(=N2)OC2=C1C(N(C3(C1=CC=C2)CC3)C)=O)C#N